C12(C=CC(=CC1)C2(C)C)C camphenene